C1(=CC=CC=C1)N(C1=CC=C(C=C1)C1=CC=C2C(C(=C(OC2=C1)C=1OC=CC1)O)=O)C1=CC=CC=C1 7-(4-(diphenylamino)phenyl)-2-(furan-2-yl)-3-hydroxychromone